O1C(=NC2=C1C=CC=C2)C=2N=C(N(C(C2OC)=O)C)N2C(C1=CC(=CC=C1CC2)NC(=O)N)C2=CC=CC=C2 2-[4-(1,3-benzoxazol-2-yl)-5-methoxy-1-methyl-6-oxopyrimidin-2-yl]-1-phenyl-3,4-dihydro-1H-isoquinolin-7-ylurea